4-PHENYLBUTYRAT C1(=CC=CC=C1)CCCC(=O)[O-]